BrCC(CCC#N)(C#N)Br 1,2-Dibromo-2,4-di-cyanobutane